5-(trifluoromethyl)-1,3,4-thiadiazol-2-yloxyacetanilide FC(C1=NN=C(S1)OCC(=O)NC1=CC=CC=C1)(F)F